C(C)(C)(C)OC(=O)N1[C@@H](C[C@@](C1)(C(N)=O)C(F)(F)C1=C(C=CC=C1)Br)C(N)=O.FC=1C=C(C(=O)NCC2(COC2)C)C=CC1C#CC1=C(C=CC=C1)F 3-fluoro-4-((2-fluorophenyl)ethynyl)-N-((3-methyloxetan-3-yl)methyl)benzamide t-butyl-(2S,4R)-4-((2-bromophenyl)difluoromethyl)-2,4-dicarbamoylpyrrolidine-1-carboxylate